C1(CC1)C1=CC=NC=2N1N=CC2 7-Cyclopropylpyrazolo[1,5-a]pyrimidine